COC(/C=C/C1=C(C(=O)OCC2=CC=CC=C2)C=C(C=C1)C=1CCN(CC1)C)=O benzyl 2-[(E)-3-methoxy-3-oxo-prop-1-enyl]-5-(1-methyl-3,6-dihydro-2H-pyridin-4-yl)benzoate